C(=O)(O)C1=C(C=CC=C1C(=O)O)C1=C(C(C(=O)O)=C(C=C1)OCCCCCCOC1=CC=C(C=C1)C=CC(=O)C1=CC=C(C=C1)F)C(=O)O 3-(2,3-Dicarboxyphenyl)-6-[6-[4-[3-(4-fluorophenyl)-3-oxoprop-1-enyl]phenoxy]hexoxy]-phthalic acid